CCN(CC)C1=CC=C(C=C1)N N,N-diethyl-1,4-phenylenediamine